OCC=1N(C2=CC=CC(=C2C1)C(F)(F)F)C(=O)OC(C)(C)C tert-butyl 2-(hydroxymethyl)-4-(trifluoromethyl)-1H-indole-1-carboxylate